5-((4,4-bis(((Z)-oct-5-en-1-yl)oxy)butanoyl)oxy)-3-(((3-(diethylamino)propoxy)carbonyl)oxy)pentyl (9Z,12Z)-octadeca-9,12-dienoate C(CCCCCCC\C=C/C\C=C/CCCCC)(=O)OCCC(CCOC(CCC(OCCCC\C=C/CC)OCCCC\C=C/CC)=O)OC(=O)OCCCN(CC)CC